FC1=CC=C(C=2C=C(OC21)I)CO (7-fluoro-2-iodobenzofuran-4-yl)methanol